FC=1C=C(CNC2=NC=C(C(=N2)NC2=CC=CC=C2)C(=O)N)C=C(C1)F 2-(3,5-difluorobenzylamino)-4-(phenylamino)pyrimidine-5-carboxamide